4-hydroxy-N,N-dimethyl-1H-pyrazole-1-carboxamide OC=1C=NN(C1)C(=O)N(C)C